(6S)-3-chloro-7-((chloromethoxy)carbonylamino)-8-oxo-5-thia-1-azabicyclo[4.2.0]oct-2-ene-2-carboxylic acid ClC1=C(N2C(C([C@@H]2SC1)NC(=O)OCCl)=O)C(=O)O